C1(CC1)[C@H](CN1N=CC2=NC=C(C=C21)C2=CC(=C(C(=C2)F)F)F)O |r| (R/S)-1-Cyclopropyl-2-[6-(3,4,5-trifluorophenyl)pyrazolo[4,3-b]pyridin-1-yl]ethanol